C1(CC1)N1CC=2N(CC1)C(=NN2)C(=O)OCC ethyl 7-cyclopropyl-5,6,7,8-tetrahydro-[1,2,4]triazolo[4,3-a]pyrazine-3-carboxylate